O=C1N(C(C=C1)=O)CCC(=O)NCCOCCOCCOCCOCCC(=O)OC(C)(C)C tert-butyl 3-[2-[2-[2-[2-[3-(2,5-dioxopyrrol-1-yl)propanoylamino] ethoxy]ethoxy]ethoxy]ethoxy]propanoate